6-isopropoxy-2-oxo-1,2-dihydroquinoline-3-carboxylic acid C(C)(C)OC=1C=C2C=C(C(NC2=CC1)=O)C(=O)O